2-[4-[(E)-3-(4-Hydroxyphenyl)-3-oxoprop-1-enyl]-2-methylphenoxy]-2-methylpropanoic acid OC1=CC=C(C=C1)C(/C=C/C1=CC(=C(OC(C(=O)O)(C)C)C=C1)C)=O